CC1=CC=C(C=C1)C(=O)N P-toluamide